N-(3,4-difluoro-2-formylphenyl)-2,2-dimethylpropanamide FC=1C(=C(C=CC1F)NC(C(C)(C)C)=O)C=O